COC(=O)C1(CCC2(C(N(C3=CC=C(C=C23)\C=C\CC2=CC=CC=C2)C)=O)CC1)NC1=CC(=CC=C1)Br (1r,4r)-4-(3-bromoanilino)-1'-methyl-2'-oxo-5'-[(1E)-3-phenylprop-1-en-1-yl]-1',2'-dihydrospiro[cyclohexane-1,3'-indole]-4-carboxylic acid methyl ester